5-[4-[1-[2-(difluoromethoxy)ethyl]-3-(trifluoromethyl)pyrazol-4-yl]-2,3-difluoro-phenyl]-1-methyl-imidazole-2-carboxamide FC(OCCN1N=C(C(=C1)C1=C(C(=C(C=C1)C1=CN=C(N1C)C(=O)N)F)F)C(F)(F)F)F